dimethyl [(E)-4-methylamino-4-oxobut-2-en-2-yl] phosphate P(=O)(OC)(OC)O\C(\C)=C\C(=O)NC